BrC=1C=CC(=C(C(=O)NC=2C=C(C=CC2)C=2N=NN(C2)CC(=O)O)C1)O 2-(4-(3-(5-bromo-2-hydroxybenzamido)phenyl)-1H-1,2,3-triazol-1-yl)acetic acid